C1(CC1)CN1C=2C3=CN=C(C(O[C@@H](C4=CC(=CC=C4N4N=C(C=C4CC2C=N1)C)F)C)=C3)N (19R)-3-(cyclopropylmethyl)-16-fluoro-10,19-dimethyl-20-oxa-3,4,11,12,23-pentaazapentacyclo[19.3.1.02,6.08,12.013,18]pentacosa-1(24),2(6),4,8,10,13,15,17,21(25),22-decaen-22-amine